2,3-difluoro-4-methoxy-benzaldehyde FC1=C(C=O)C=CC(=C1F)OC